methyl (2S)-2-[(2S)-2-[(4-methoxy-1H-indol-2-yl)-formamido]-4-methylpentanamido]-3-[(3S)-2-oxopyrrolidin-3-yl]propanoate COC1=C2C=C(NC2=CC=C1)C(=O)N[C@H](C(=O)N[C@H](C(=O)OC)C[C@H]1C(NCC1)=O)CC(C)C